ClC1=C(C(=CC=C1)CC)N1C(=CC(C2=C(N=C(C=C12)CC)OCC1OC(OC1)(C)C)=O)C 1-(2-chloro-6-ethylphenyl)-5-((2,2-dimethyl-1,3-dioxolan-4-yl)methoxy)-7-ethyl-2-methyl-1,6-naphthyridin-4(1H)-one